(R)-N-((R)-1-(2-(4-methoxyphenyl)-3,6-dimethyl-4-oxo-4H-chromen-8-yl)ethyl)-2-methylpropane-2-sulfenamide COC1=CC=C(C=C1)C=1OC2=C(C=C(C=C2C(C1C)=O)C)[C@@H](C)NSC(C)(C)C